BrC1=C(C=CC=C1)C(C(=O)O)=O 2-(2-Bromophenyl)-2-oxoacetic acid